N-methyl-3,4,5-tris(octadecyl)benzamide CNC(C1=CC(=C(C(=C1)CCCCCCCCCCCCCCCCCC)CCCCCCCCCCCCCCCCCC)CCCCCCCCCCCCCCCCCC)=O